7-bromo-1,2-dihydro-2-quinolinone BrC1=CC=C2C=CC(NC2=C1)=O